ClC=1C=C(NC2(CCC3(C(CC4=CC=CC=C34)CCCOC=3C=C4CC(N(C4=CC3)C)=O)CC2)C(=O)OC)C=CC1 methyl (1r,4r)-4-(3-chloroanilino)-2'-{3-[(1-methyl-2-oxo-2,3-dihydro-1H-indol-5-yl)oxy]propyl}-2',3'-dihydrospiro[cyclohexane-1,1'-indene]-4-carboxylate